(R)-2-allyl-1-(7-ethyl-7-hydroxy-6,7-dihydro-5H-cyclopenta[b]pyridin-2-yl)-6-((4-(piperazin-1-yl)phenyl)amino)-1H-pyrazolo[3,4-d]pyrimidin-3(2H)-one C(C=C)N1N(C2=NC(=NC=C2C1=O)NC1=CC=C(C=C1)N1CCNCC1)C1=CC=C2C(=N1)[C@@](CC2)(O)CC